C(C)(C)(C)OC(=O)C1=CC2=C(S1)C=CC=C2 benzo[b]Thiophene-2-carboxylic acid tert-butyl ester